N1C=CC2=C(C=CC=C12)NC1=C(C(N(C=2N(C(N(C(C21)=O)C2CC2)=O)C2=C(C=C(C=C2)I)F)C)=O)C 5-((1H-indol-4-yl)amino)-3-cyclopropyl-1-(2-fluoro-4-iodophenyl)-6,8-dimethylpyrido[2,3-d]pyrimidine-2,4,7(1H,3H,8H)-trione